[C@H]12CN(C[C@H](CC1)N2)C=2C1=C(N=C(N2)OCC2(CC2)CN2CCCC2)C(=C(N=C1)C1=C(C(=CC(=N1)N)C)C1CC1)F 6-(4-((1R,5S)-3,8-diazabicyclo[3.2.1]octan-3-yl)-8-fluoro-2-((1-(pyrrolidin-1-ylmethyl)cyclopropyl)methoxy)pyrido[4,3-d]pyrimidin-7-yl)-5-cyclopropyl-4-methylpyridin-2-amine